2-acrylamido-2-methylpropanesulfonic acid, potassium salt [K+].C(C=C)(=O)NC(CS(=O)(=O)[O-])(C)C